4,4'-methylenebis[2,6-bis(1-methylethyl)aniline] C(C1=CC(=C(N)C(=C1)C(C)C)C(C)C)C1=CC(=C(N)C(=C1)C(C)C)C(C)C